C(C)C(C(=O)OC)C(=O)[O-] methyl 2-ethylpropanedioate